BrC1=NNC2=CC(=C(C=C12)F)C(=O)OC methyl 3-bromo-5-fluoro-1H-indazole-6-carboxylate